2-chloro-4-(methylthio)thieno[3,2-d]pyrimidine ClC=1N=C(C2=C(N1)C=CS2)SC